CN1C=CC=2C1=NC(=CC2C)OC2CCC1(CN(C1)C(=O)C1CC(C1)(C)O)CC2 (7-((1,4-Dimethyl-1H-pyrrolo[2,3-b]pyridin-6-yl)oxy)-2-azaspiro[3.5]nonan-2-yl)((1s,3s)-3-hydroxy-3-methylcyclobutyl)methanone